COC1=C(C=CC(=C1OCCC)N)C1=C(C(=C(N)C=C1)CCCC)OCC 2-methoxy-2'-ethoxy-3-propoxy-3'-butyl-benzidine